S-(5-hydroxy-1-methyl-3-trifluoromethyl-1H-pyrazol-4-yl-methyl) thioacetate C(C)(=O)SCC=1C(=NN(C1O)C)C(F)(F)F